1-(4-chlorobenzyl)-N-(2-cyclopropyl-4-methyl-5-oxo-5,6,7,8-tetrahydro-4H-pyrazolo[1,5-a][1,3]diazepin-6-yl)-1H-1,2,4-triazole-3-carboxamide ClC1=CC=C(CN2N=C(N=C2)C(=O)NC2C(N(C=3N(CC2)N=C(C3)C3CC3)C)=O)C=C1